CNCCCN methylaminopropylamine